(+/-)-2,2-dimethyl-4-hydroxymethyl-1,3-dioxolane CC1(OCC(O1)CO)C